di-(isocyanatocyclohexyl)methane N(=C=O)C1(CCCCC1)CC1(CCCCC1)N=C=O